OCCOC1=C(C=2C=CC3=CC=CC=C3C2C(=C1)C1=CC=CC=2C=CC3=CC=CC=C3C12)OCCO bis(2-hydroxyethoxy)-4,4'-biphenanthrene